O[C@@H](CC(=O)[O-])C.[K+] Potassium R-3-hydroxybutyrate